(R)-5-formyl-2-(3'-(7-((3-hydroxypyrrolidin-1-yl)methyl)-2-(trifluoromethyl)pyrido[3,2-d]pyrimidin-4-ylamino)-2,2'-dimethylbiphenyl-3-yl)benzo[d]oxazole-7-carbonitrile C(=O)C=1C=C(C2=C(N=C(O2)C=2C(=C(C=CC2)C2=C(C(=CC=C2)NC=2C3=C(N=C(N2)C(F)(F)F)C=C(C=N3)CN3C[C@@H](CC3)O)C)C)C1)C#N